titanium oxygen potassium phosphate P(=O)([O-])([O-])[O-].[K+].[O+2].[Ti+4]